C(#N)C1=CC(=C(C(=C1)F)NC=1N(C2=NC(=NC=C2N1)NC1CC(C1)(F)F)C1CCC(CC1)C(=O)N)F (1s,4s)-4-(8-(4-cyano-2,6-difluorophenylamino)-2-(3,3-difluorocyclobutylamino)-9H-purin-9-yl)cyclohexanecarboxamide